[Na].N1(C(CCC1)=O)C(=O)O Pyrrolidonecarboxylic acid sodium